C(C)(C)(C)OC(=O)N1C=C2C3=CC=C(C2=C1)N3 2H-4,7-epiiminoisoindole-2-carboxylic acid tert-butyl ester